4-[[2-[6-(3-cyclopropyl-1H-1,2,4-triazol-5-yl)-2-azaspiro[3.3]heptane-2-carbonyl]-2-azaspiro[3.3]heptan-6-yl]methyl]-2-(trifluoromethoxy)benzamide C1(CC1)C1=NNC(=N1)C1CC2(CN(C2)C(=O)N2CC3(C2)CC(C3)CC3=CC(=C(C(=O)N)C=C3)OC(F)(F)F)C1